COC1CCC(CC1)NC1=CC2=C(C=N1)C=C(N2)C=2C=NC=CC2 N-((1r,4r)-4-methoxycyclohexyl)-2-(pyridin-3-yl)-1H-pyrrolo[3,2-c]pyridin-6-amine